C[C@H]1N(C[C@@H](N(C1)C(C(NC=1C2=C(C=NC1)C=NN2)=O)=O)C2=CC=CC=C2)C(=O)OC(C)(C)C tert-butyl (2R,5S)-2-methyl-4-[2-oxo-2-(1H-pyrazolo[4,3-c]pyridin-7-ylamino)acetyl]-5-phenyl-piperazine-1-carboxylate